1-[2-(1-benzylpiperidin-4-yl)ethyl]-3-[1-(5-bromopyridin-2-yl)pyrrolidin-3-yl]-3-methylurea C(C1=CC=CC=C1)N1CCC(CC1)CCNC(=O)N(C)C1CN(CC1)C1=NC=C(C=C1)Br